N-[(3R,5R)-4,4-difluoro-5-(2-hydroxyethyl)pyrrolidin-3-yl]cyclopropanesulfonamide hydrochloride Cl.FC1([C@@H](CN[C@@H]1CCO)NS(=O)(=O)C1CC1)F